N-[4-[(6,7-Dimethoxy-1,5-naphthyridin-4-yl)oxy]-3-fluorophenyl]-5-(4-fluorophenyl)-1,6-dimethyl-4-oxopyridazine-3-carboxamide COC=1N=C2C(=CC=NC2=CC1OC)OC1=C(C=C(C=C1)NC(=O)C1=NN(C(=C(C1=O)C1=CC=C(C=C1)F)C)C)F